Cl.OC[C@@]12C[C@H](N[C@H]2C1)C(=O)OCC ethyl (1S,3S,5R)-5-(hydroxymethyl)-2-azabicyclo[3.1.0]hexane-3-carboxylate hydrochloride